tris[4-methylphenyl]benzidine CC1=CC=C(C=C1)NC1=C(C(=C(C=C1)C1=CC=C(N)C=C1)C1=CC=C(C=C1)C)C1=CC=C(C=C1)C